COC1=C(C=C(C=C1)B(O)O)C12CC3CC(CC(C1)C3)C2 4-methoxy-3-adamantyl-phenylboronic acid